3-fluoro-N-hydroxy-4-(((1r,3r,5r,7r)-spiro[adamantane-2,4'-piperidin]-1'-yl)methyl)benzamide FC=1C=C(C(=O)NO)C=CC1CN1CCC2(CC1)C1CC3CC(CC2C3)C1